N-(5-(tert-butyl)-[1,1'-biphenyl]-2-yl)dibenzo[b,d]furan-2-amine C(C)(C)(C)C=1C=CC(=C(C1)C1=CC=CC=C1)NC1=CC2=C(OC3=C2C=CC=C3)C=C1